C(\C=C/C1=CC=CC=C1)O Z-cinnamyl alcohol